methacryloylaminopropyl-sulfonate C(C(=C)C)(=O)NCCCS(=O)(=O)[O-]